C1(=CC=CC=C1)C(N1CCN(CC1)C1=C(C(N(C2=CC=CN=C12)C)=O)[N+](=O)[O-])C1=CC=CC=C1 4-[4-(diphenylmethyl)piperazin-1-yl]-1-methyl-3-nitro-1,2-dihydro-1,5-naphthyridin-2-one